FC1=CC=C2C=C(C=C(C2=C1C)O)OCOC 7-fluoro-3-(methoxymethoxy)-8-methylnaphthalen-1-ol